[(2R,3R,4R,5R,6R)-5-acetamido-3,4-diacetoxy-6-[2-[2-[2-(2-benzyloxyethoxy)-ethoxy]-ethoxy]ethoxy]tetrahydropyran-2-yl]methyl acetate C(C)(=O)OC[C@H]1O[C@H]([C@@H]([C@H]([C@H]1OC(C)=O)OC(C)=O)NC(C)=O)OCCOCCOCCOCCOCC1=CC=CC=C1